N-{8-methyl-8-azabicyclo[3.2.1]octan-3-yl}-6-[4-(prop-2-enamido)quinolin-6-yl]pyridine-2-carboxamide CN1C2CC(CC1CC2)NC(=O)C2=NC(=CC=C2)C=2C=C1C(=CC=NC1=CC2)NC(C=C)=O